ClC=1C=C(C=C(C1)F)N1C(OC(C1)(C)C(=O)N[C@H]1C=C[C@H](C1)C(=O)OC(C)C)=O 1-Methylethyl (1S,4R)-4-[[[3-(3-chloro-5-fluorophenyl)-5-methyl-2-oxo-5-oxazolidinyl]carbonyl]amino]-2-cyclopentene-1-carboxylate